C(C1=CC=CC=C1)NC1=NC=2N(C=C1)N=C(C2)Br N-benzyl-2-bromo-pyrazolo[1,5-a]pyrimidin-5-amine